4-benzyloxy-6-chloro-2-methyl-pyridine-3-sulfonyl chloride C(C1=CC=CC=C1)OC1=C(C(=NC(=C1)Cl)C)S(=O)(=O)Cl